ClCCCCCC(=O)NC1=CC=C(C=C1)C=1SC=C(N1)C(=O)NC(C(=O)NC(C(=O)OC)=C)=C methyl 2-(2-(2-(4-(6-chlorohexanamido)phenyl)thiazole-4-carboxamido)acrylamido)acrylate